N-[(3,5-difluoropyridin-2-yl)methyl]-2-{3-[(2,2,2-trifluoroethoxy)methyl][1,4'-bipiperidine]-1'-yl}-1,3-thiazole-5-carboxamide FC=1C(=NC=C(C1)F)CNC(=O)C1=CN=C(S1)N1CCC(CC1)N1CC(CCC1)COCC(F)(F)F